O.O.[Na+].[Na+].O=C(C(=O)[O-])CCC(=O)[O-] alpha-Ketoglutaric Acid disodium salt Dihydrate